N-(5-(2-cyano-1-methyl-1H-imidazol-4-yl)-4-((2-(1,1-difluoroethyl)pyrimidin-4-yl)amino)pyridin-2-yl)acetamide C(#N)C=1N(C=C(N1)C=1C(=CC(=NC1)NC(C)=O)NC1=NC(=NC=C1)C(C)(F)F)C